(S)-3-((S)-sec-butyl)-4-(pyridazine-4-carbonyl)-1,3,4,5-tetrahydro-2H-benzo[e][1,4]diazepin-2-one [C@H](C)(CC)[C@@H]1N(CC2=C(NC1=O)C=CC=C2)C(=O)C2=CN=NC=C2